P1(OOO1)=O β-Keto phosphonate